COC1=CC=C(C=C1)CNCC1=CC(=NC=C1)N1CCOCC1 1-(4-methoxyphenyl)-N-[(2-morpholinyl-4-pyridinyl)methyl]-methanamine